FC(S(=O)(=O)OC=1N=C(N(C(C1C)=O)C1=C(C(=CC=C1)Cl)Cl)N)(F)F 2-amino-1-(2,3-dichlorophenyl)-5-methyl-6-oxo-1,6-dihydro-pyrimidin-4-yl trifluoromethanesulfonate